C(C)(C)(C)O[C@H](C(=O)OCC)C1=C(C2=C(N=C(S2)C=2C=C3C(=NN(C3=CC2)CCN(C)C)C2CCN(CC2)C(=O)OC(C)(C)C)C=C1C)C1=CC=C(C=C1)Cl tert-butyl (S)-4-(5-(6-(1-(tert-butoxy)-2-ethoxy-2-oxoethyl)-7-(4-chlorophenyl)-5-methylbenzo[d]thiazol-2-yl)-1-(2-(dimethylamino)ethyl)-1H-indazol-3-yl)piperidine-1-carboxylate